tert-butyl 2-{6,6-difluoro-2-azaspiro[3.3]heptan-2-yl}acetate FC1(CC2(CN(C2)CC(=O)OC(C)(C)C)C1)F